IC1=C(C=C(C(=O)N)C=C1)OCC(=O)C=1C=NC(=CC1)OC 4-iodo-3-(2-(6-methoxypyridin-3-yl)-2-oxoethoxy)benzamide